(S)-4-(4-methoxyphenoxy)-2-methylbutane-1,2-diol COC1=CC=C(OCC[C@@](CO)(O)C)C=C1